methyl-3-(hydroxymethyl)tetrahydro-1H-pyrrolizine CC1CC(N2CCC=C12)CO